8-Bromo-4-chloro-7-fluoroquinoline-3-carboxylic acid ethyl ester C(C)OC(=O)C=1C=NC2=C(C(=CC=C2C1Cl)F)Br